OC=1C=C(C=CC1)/C=C/C(=O)C1=CC=C(O[C@@H](C(=O)O)C)C=C1 (2R)-2-[4-[(E)-3-(3-Hydroxyphenyl)prop-2-enoyl]phenoxy]propanoic acid